The molecule is a 2H-azirine that is 2H-azirene-2-carboxylic acid substituted by a 13,13-dibromotrideca-1,12-dien-1-yl group at position 3 (the 2R stereoisomer). It is isolated from the marine sponge Siliquariaspongia sp. and exhibits antibacterial properties. It has a role as a metabolite and an antibacterial agent. It is a monocarboxylic acid and an organobromine compound. It derives from a 2H-azirine. C(CCCC/C=C/C1=N[C@H]1C(=O)O)CCCCC=C(Br)Br